C(C)OC(=O)C=1N=C(SC1C)Cl 2-Chloro-5-methylthiazole-4-carboxylic acid ethyl ester